N1=NC=CC=C1CO Pyridazin-6-ylmethanol